FC1=CC=C(C=C1)NC(=O)N[C@@H]1/C(/NC[C@H]1C1=CC=C(C=C1)OC)=N/OCCO |o1:11,15| (-)-1-(4-fluorophenyl)-3-{(3S*,4R*,Z)-2-[(2-hydroxyethoxy)imino]-4-(4-methoxyphenyl)pyrrolidin-3-yl}urea